(2-(4-benzylmorpholin-2-yl)quinolin-4-yl)(morpholino)methanone C(C1=CC=CC=C1)N1CC(OCC1)C1=NC2=CC=CC=C2C(=C1)C(=O)N1CCOCC1